1-methyl-6-(5-methyl-2-piperidyl)-3,4-dihydroquinolin-2-one CN1C(CCC2=CC(=CC=C12)C1NCC(CC1)C)=O